ClC1=NC=CC(=N1)OCC1=CC=C(C=C1)C=1N(C=C(N1)C(F)(F)F)C1CC1 2-Chloro-4-[[4-[1-cyclopropyl-4-(trifluoromethyl)imidazol-2-yl]phenyl]methoxy]pyrimidine